N-(5-cyclopropyl-6-(2-hydroxy-4-(prop-1-yn-1-yl)phenyl)pyridazin-3-yl)-2-(methylamino)acetamide lithium monohydroxybenzoate OC1=CC=C(C(=O)[O-])C=C1.[Li+].C1(CC1)C=1C=C(N=NC1C1=C(C=C(C=C1)C#CC)O)NC(CNC)=O